OC=1C=C(C=CC1)C1=NN=C(S1)NC(=O)C1=NNC2=CC=CC=C12 N-[5-(3-hydroxyphenyl)-1,3,4-thiadiazol-2-yl]-1H-indazole-3-carboxamide